ClS(=O)(=O)C=1C=C(C(=CC1)C(=O)OC)C(=O)OC 1,2-dimethyl 4-(chlorosulfonyl)benzene-1,2-dicarboxylate